7-methyl-7-(1-methylpyrazol-4-yl)-4,6-dihydrothieno[3,2-c]pyridin CC1(C2=C(CNC1)C=CS2)C=2C=NN(C2)C